COC1=C(C=C2C(=NC=NC2=C1)NC1=C(C=CC(=C1)C=1C=C2N=CC=NC2=CC1)OC)OC1CCNCC1 4-((7-methoxy-4-((2-methoxy-5-(quinoxalin-6-yl)phenyl)amino)quinazolin-6-yl)oxy)piperidin